N-(12-hydroxy-5,8,10,14-eicosatetraenoyl)glycine tert-butyl-2-((3,3-dimethylbutylidene)amino)acetate C(C)(C)(C)C(C(=O)O)N=CCC(C)(C)C.OC(C=CC=CCC=CCCCC(=O)NCC(=O)O)CC=CCCCCC